FC1=C(C(=CC=C1NS(NC1=CC=CC=C1)(=O)=O)F)C(=O)C1=CNC2=NC=C(C=C21)C=2C=NC(=NC2)OC [2,6-difluoro-3-(phenylsulfamoylamino)phenyl]-[5-(2-methoxypyrimidin-5-yl)-1H-pyrrolo[2,3-b]pyridin-3-yl]methanone